CC([O-])C.C[Al+]C Dimethyl-aluminum isopropoxide